(S)-N-(3-bromobenzyl)-2-hydroxypropanamide BrC=1C=C(CNC([C@H](C)O)=O)C=CC1